O1B(OB(OB1C1=C(C=CC=C1F)O)C1=C(C=CC=C1F)O)C1=C(C=CC=C1F)O 2,2',2''-(1,3,5,2,4,6-trioxatriborinane-2,4,6-triyl)tris(3-fluorophenol)